4-((4-fluoro-3-methoxyphenyl)amino)-6-chloro-1H-indole-2-carboxylic acid FC1=C(C=C(C=C1)NC1=C2C=C(NC2=CC(=C1)Cl)C(=O)O)OC